(2-(benzyloxy)ethoxy)propan-1-ol potassium N-tert-butylglycinate C(C)(C)(C)NCC(=O)[O-].[K+].C(C1=CC=CC=C1)OCCOC(CC)O